4-(5-(((4-Cyanophenyl)thio)methyl)-2-(trifluoromethyl)oxazolidin-3-yl)-2-(trifluoromethyl)benzonitril C(#N)C1=CC=C(C=C1)SCC1CN(C(O1)C(F)(F)F)C1=CC(=C(C#N)C=C1)C(F)(F)F